N-(4-butylphenyl)-diphenyl-amine C(CCC)C1=CC=C(C=C1)N(C1=CC=CC=C1)C1=CC=CC=C1